BrC=1C=C2C(N(C(NC2=CC1CN1CCN(CC1)C=1C=CC(=NC1C)C(=O)NC)=O)CC)=S 5-(4-((6-bromo-3-ethyl-2-oxo-4-thioxo-1,2,3,4-tetrahydroquinazolin-7-yl)methyl)piperazin-1-yl)-N,6-dimethylpicolinamide